6-((1S,6S)-6-aminocyclohex-3-en-1-yl)-2,7-dichloro-N-(furan-2-ylmethyl)thieno[3,2-d]pyrimidin-4-amine N[C@H]1CC=CC[C@@H]1C1=C(C=2N=C(N=C(C2S1)NCC=1OC=CC1)Cl)Cl